tert-butyl (1-(N-(2-(3-(1-(2,6-dioxopiperidin-3-yl)-3-methyl-2-oxo-2,3-dihydro-1H-benzo[d]imidazol-4-yl)propoxy)ethyl)sulfamoyl)piperidin-4-yl)carbamate O=C1NC(CCC1N1C(N(C2=C1C=CC=C2CCCOCCNS(=O)(=O)N2CCC(CC2)NC(OC(C)(C)C)=O)C)=O)=O